3-fluoro-N-{4-fluoro-3-[5-(3-methoxyazetidin-1-yl)-2H-pyrazolo[3,4-b]pyridin-2-yl]phenyl}azetidine-1-carboxamide FC1CN(C1)C(=O)NC1=CC(=C(C=C1)F)N1N=C2N=CC(=CC2=C1)N1CC(C1)OC